Ethyl (5-(5-((6,8-dimethoxy-4-oxo-3,4-dihydrophthalazin-1-yl)methyl)-2-fluorophenyl)-1H-benzoimidazol-2-yl)carbamate COC=1C=C2C(NN=C(C2=C(C1)OC)CC=1C=CC(=C(C1)C1=CC2=C(NC(=N2)NC(OCC)=O)C=C1)F)=O